C(#N)C=1C=CC(=NC1)C1=CC=C(\C=N/OCC=2C=CC=3N(C2)C(=C(N3)C3=CC=CC=C3)NC3=CC=C(C(=O)O)C=C3)C=C1 (Z)-4-((6-((((4-(5-Cyanopyridin-2-yl)benzylidene)amino)oxy)methyl)-2-phenylimidazo[1,2-a]pyridin-3-yl)amino)benzoic acid